Cl.C(C)OC(C[C@@H](C=1C=C(C=C(C1F)C(F)(F)F)C1=C(C=CC=C1C)C)N)=O (S)-3-amino-3-(4-fluoro-2',6'-dimethyl-5-(trifluoromethyl)-[1,1'-biphenyl]-3-yl)propionic acid ethyl ester hydrochloride